(S)-1-(4-(2-(4-((S)-2-acetoxy-3-chloropropoxy)-3,5-dichlorophenyl)propan-2-yl)phenoxy)-3-isopropoxypropan-2-yl acetate C(C)(=O)O[C@H](COC1=CC=C(C=C1)C(C)(C)C1=CC(=C(C(=C1)Cl)OC[C@@H](CCl)OC(C)=O)Cl)COC(C)C